CN1C(N(C2=C1C(=CC=C2)N2CCC1(CNC1)CC2)C2C(NC(CC2)=O)=O)=O 3-(3-methyl-2-oxo-4-(2,7-diazaspiro[3.5]nonan-7-yl)-2,3-dihydro-1H-benzo[d]imidazol-1-yl)piperidine-2,6-dione